5-(3-cyclopropylpyrazolo[1,5-a]pyrimidin-5-yl)-N-isopropyl-7H-pyrrolo[2,3-d]pyrimidin-2-amine C1(CC1)C=1C=NN2C1N=C(C=C2)C2=CNC=1N=C(N=CC12)NC(C)C